NC1=C(C=C(C=N1)NC(C(=O)N1C[C@@H](N(C[C@@H]1C1=CC=C(C=C1)F)C(=O)OC(C)C)C)=O)C1CC1 isopropyl (2S,5S)-4-[2-[(6-amino-5-cyclopropyl-3-pyridyl)amino]-2-oxo-acetyl]-5-(4-fluorophenyl)-2-methyl-piperazine-1-carboxylate